C(C)(C)(C)OC(=O)NC1(C(C1)(C)C)C(=O)N1[C@@H]([C@H]2C([C@H]2C1)(C)C)C(=O)O (1R,2S,5S)-3-[1-(tert-butoxycarbonylamino)-2,2-dimethyl-cyclopropanecarbonyl]-6,6-dimethyl-3-azabicyclo[3.1.0]hexane-2-carboxylic acid